FC1=CC=C(C=C1)C1=C(N(C2=C(C=CC=C12)O)C1CN(C1)C([C@@H](C)O)=O)C1CCOCC1 (2R)-1-[3-[3-(4-fluorophenyl)-7-hydroxy-2-tetrahydropyran-4-yl-indol-1-yl]azetidin-1-yl]-2-hydroxy-propan-1-one